CC1=NC(=CC(=C1)C1=CC=C2C(=C(NC2=C1)C=1C=NC=2CCNCC2C1)C)C 3-[6-(2,6-dimethyl-4-pyridyl)-3-methyl-1H-indol-2-yl]-5,6,7,8-tetrahydro-1,6-naphthyridine